ClC=1C=C(C=CC1C1CCC2(OCCO2)CC1)C[C@H](C=O)C (R)-3-(3-chloro-4-(1,4-dioxaspiro[4.5]decan-8-yl)phenyl)-2-methylpropanal